4-(2-cyanoprop-2-yl)-N-(3-(7-((4-methoxybenzyl)(methyl)amino)-1,6-naphthyridin-3-yl)-4-methylphenyl)picolinamide tert-butyl-(R)-4-formyl-2,2-dimethyloxazolidine-3-carboxylate C(C)(C)(C)OC(=O)N1C(OC[C@@H]1C=O)(C)C.C(#N)C(C)(C)C1=CC(=NC=C1)C(=O)NC1=CC(=C(C=C1)C)C=1C=NC2=CC(=NC=C2C1)N(C)CC1=CC=C(C=C1)OC